ON1C(CCCC1(C)C)(C)C N-oxyl-2,2,6,6-tetramethylpiperidine